OC(C)(C)C=1NC(C=2SC(=C3OCCCC1C32)C=3C=NNC3)=O 7-(1-hydroxy-1-methyl-ethyl)-2-(1H-pyrazol-4-yl)-12-oxa-3-thia-6-azatricyclo[6.4.1.04,13]trideca-1,4(13),7-trien-5-one